COC1=CC=C(C=C1)CCC1=NC(=NC(=N1)C(Cl)(Cl)Cl)C(Cl)(Cl)Cl 2-[2-(4-methoxyphenyl)ethyl]-4,6-bis(trichloromethyl)-s-triazine